tert-butyl 4-((5-(4-hydroxypiperidin-1-yl) pyridin-2-yl) amino)-1-methyl-7-(1-methyl-1H-pyrrolo[2,3-b]pyridin-4-yl)-3-oxoisoindoline-2-carboxylate OC1CCN(CC1)C=1C=CC(=NC1)NC1=C2C(N(C(C2=C(C=C1)C1=C2C(=NC=C1)N(C=C2)C)C)C(=O)OC(C)(C)C)=O